ClC=1C=C(C=CC1)[C@@H](CO)NCCCCOCCNC1=NC2=C(C3=CN=CC=C13)C=CC(=C2)C(=O)N (S)-5-((2-(4-((1-(3-Chlorophenyl)-2-hydroxyethyl)amino)butoxy)ethyl)amino)benzo[c][2,6]naphthyridine-8-carboxamide